2'-[5-Fluoro-2-[(1-methyl-sulfonylpiperidin-4-yl)amino]pyrimidin-4-yl]-3'-methyl-5'-(trideuteriomethyl)spiro[cyclopropane-1,6'-thieno[2,3-c]pyrrole]-4'-one FC=1C(=NC(=NC1)NC1CCN(CC1)S(=O)(=O)C)C1=C(C2=C(C3(N(C2=O)C([2H])([2H])[2H])CC3)S1)C